bromoethyl propionate carbon [C].C(CC)(=O)OCCBr